C(=O)OC(CC1=CC=CC=C1)(C)C 2-methyl-1-phenylpropan-2-yl formate